C1(=CC=C(C=C1)C(C#C)O)C (p-tolyl)-2-propyne-1-ol